(2R,3R,4S,5R,6R)-6-((4-(1-Hydroxycyclobutyl)-1H-1,2,3-triazol-1-yl)methyl)-2-(hydroxymethyl)-5-methoxy-4-(4-(2,3,4-trifluorophenyl)-1H-1,2,3-triazol-1-yl)tetrahydro-2H-pyran-3-ol OC1(CCC1)C=1N=NN(C1)C[C@@H]1[C@@H]([C@H]([C@H]([C@H](O1)CO)O)N1N=NC(=C1)C1=C(C(=C(C=C1)F)F)F)OC